C1(CCCCC1)C1=CC=C(C=C1)NC=1C2=C(N=C(N1)N1CC(OCC1)C1CC1)N=CC(=C2)C(=O)N 4-[(4-cyclohexylphenyl)amino]-2-(2-cyclopropylmorpholin-4-yl)pyrido[2,3-d]pyrimidine-6-carboxamide